FC=1C(=CC(=C(C(=O)NC2=NC=CC=N2)C1)O[C@@H](C)CC(C)C)N1N=C(N(C1=O)C)C(C)C 5-Fluoro-4-[4-methyl-5-oxo-3-(prop-2-yl)-4,5-dihydro-1H-1,2,4-triazol-1-yl]-2-{[(2S)-4-methylpent-2-yl]oxy}-N-(pyrimidin-2-yl)benzamide